9-allyl-6-bromo-2-chloro-9H-purine C(C=C)N1C2=NC(=NC(=C2N=C1)Br)Cl